potassium lead methyl-ammonium iodide [I-].C[NH3+].[Pb].[K]